FC(=C1C(CN(CC1)C)(C)CO)F (4-(difluoromethylene)-1,3-dimethylpiperidin-3-yl)methanol